P(=O)(O)(O)OCC(=O)[C@@H](O)[C@@H](O)[C@H](O)COP(=O)(O)O D-tagatose 1,6-diphosphate